2-((4-fluoro-2-methylphenyl)-amino)-5-methyl-benzoic acid FC1=CC(=C(C=C1)NC1=C(C(=O)O)C=C(C=C1)C)C